FC=1C(=NC=CC1B(O)O)OC (3-fluoro-2-methoxy-4-pyridinyl)boronic acid